BrC1=CC=NC2=C1OC[C@@H](C(N2C)=O)NC(=O)C2=NC=CC(=C2)OC2=CC=CC=C2 (S)-N-(9-bromo-5-methyl-4-oxo-2,3,4,5-tetrahydropyrido[3,2-b][1,4]oxaazepin-3-yl)-4-phenoxypyridineamide